6-Bromo-2-((R)-1-((S)-4,6-dimethyl-1,4-diazepan-1-yl)butyl)-3-ethyl-7-fluoroquinazolin-4(3H)-one BrC=1C=C2C(N(C(=NC2=CC1F)[C@@H](CCC)N1CCN(C[C@@H](C1)C)C)CC)=O